7-(2-Bromo-6-trifluoromethylbenzyl)-2-(2,2-difluoro-propyl)-5-[1-(2-fluoro-6-methyl-phenyl)-piperidin-4-yl]-2,4,5,7-tetrahydro-pyrazolo[3,4-d]pyrimidin-6-one BrC1=C(CN2C(N(CC=3C2=NN(C3)CC(C)(F)F)C3CCN(CC3)C3=C(C=CC=C3C)F)=O)C(=CC=C1)C(F)(F)F